1-Methyl-1,2,3,4-tetrahydroquinolin-3-amine diHCl Cl.Cl.CN1CC(CC2=CC=CC=C12)N